CC(=O)N[C@@H]1[C@H]([C@@H]([C@H](OC1O)CO)O[C@H]2[C@@H]([C@H]([C@@H]([C@H](O2)CO)O)O)N)O The molecule is a member of the class of chitobioses consisting of N-acetyl-D-glucosamine having a beta-D-glucosaminyl residue attached at the 4-position. It is a conjugate base of a beta-D-glucosaminyl-(1->4)-N-acetyl-D-glucosamine(1+).